1-Methyl-3-(pyrazin-2-ylamino)-5-(4,4,5,5-tetramethyl-1,3,2-dioxaborolan-2-yl)pyridin-2(1H)-one CN1C(C(=CC(=C1)B1OC(C(O1)(C)C)(C)C)NC1=NC=CN=C1)=O